TRANS-2,5-DIMETHYLTETRAHYDROFURAN-3-THIOL CC1OC(CC1S)C